4-((4-(ethanesulfonyl)benzyl)carbamoyl)benzaldehyde C(C)S(=O)(=O)C1=CC=C(CNC(=O)C2=CC=C(C=O)C=C2)C=C1